5-(1H-imidazol-1-yl)-1H-pyrazolo[4,3-d]pyrimidine tert-butyl-N-(1-methyl-2-oxo-ethyl)carbamate C(C)(C)(C)OC(NC(C=O)C)=O.N1(C=NC=C1)C=1N=CC2=C(N1)C=NN2